(2-(5-bromopyridin-2-yl)-5-methyl-octahydrocyclopenta[c]pyrrol-5-yl)-3-fluoro-6-methyl-picolinamide BrC=1C=CC(=NC1)N1CC2C(C1)CC(C2)(C)C2=C(C(=NC(=C2)C)C(=O)N)F